1,8-dimercapto-3,6,9-trioxaundecane SCCOCCOCC(OCC)S